4-(((1-(pyrrolidin-3-yl)piperidin-4-yl)methyl)piperazin-1-yl)isoindole-1,3-dione hydrochloride Cl.N1CC(CC1)N1CCC(CC1)CC1N(CCNC1)C1=C2C(NC(C2=CC=C1)=O)=O